5-(4-methoxyphenyl)isoxazole-3-carboxylic acid COC1=CC=C(C=C1)C1=CC(=NO1)C(=O)O